α,α-difluoro-2-(trifluoromethyl)-3-pyridinepropionic acid FC(C(=O)O)(CC=1C(=NC=CC1)C(F)(F)F)F